FC(CN1CCC(CC1)N1CC2(CC2)CN(C1=O)CC1=CC=C(C=C1)OCC(C)C)F 5-(1-(2,2-difluoroethyl)piperidin-4-yl)-7-(4-isobutoxybenzyl)-5,7-diazaspiro[2.5]octan-6-one